ethyl 4-(2-ethoxy-2-oxoacetyl)-1,3,5-trimethyl-1H-pyrrole-2-carboxylate C(C)OC(C(=O)C=1C(=C(N(C1C)C)C(=O)OCC)C)=O